Cl.NC(C(=O)N1C(CN(CC1)C(=O)NC1=NC(N(C=C1)C1=CC=C(C=C1)CN1CCC(CC1)N)=O)(C)C)(C)C 4-(2-Amino-2-methylpropanoyl)-N-(1-(4-((4-aminopiperidin-1-yl)methyl)phenyl)-2-oxo-1,2-dihydropyrimidin-4-yl)-3,3-dimethylpiperazine-1-carboxamide hydrochloride salt